C(C)(C)(C)OC(=O)N1CCC(=CC1)C(=O)O 1-(tert-Butyloxycarbonyl)-1,2,3,6-tetrahydropyridine-4-carboxylic acid